N,N-dimethylmethanamide CN(C=O)C